(5-(1-((4-chlorophenyl)sulfonyl)-1,2,5,6-tetrahydropyridin-4-yl)-3-hydroxy-pyridine-2-carbonyl)glycine methyl ester COC(CNC(=O)C1=NC=C(C=C1O)C1=CCN(CC1)S(=O)(=O)C1=CC=C(C=C1)Cl)=O